5-methoxy-1-(trifluoromethyl)benzotriazole COC1=CC2=C(N(N=N2)C(F)(F)F)C=C1